2-(naphthalene-2-ylmethylene)-1H-indene-1,3(2H)-dione C1=C(C=CC2=CC=CC=C12)C=C1C(C2=CC=CC=C2C1=O)=O